Acetic acid 3,6-dihydro-2H-pyran-3-yl ester O1CC(C=CC1)OC(C)=O